N-(4-(5-fluoro-4-methyloxazol-2-yl)-5-(trifluoromethyl)pyridin-2-yl)-1,1-diphenylmethanimine FC1=C(N=C(O1)C1=CC(=NC=C1C(F)(F)F)N=C(C1=CC=CC=C1)C1=CC=CC=C1)C